di-(4-hydroxyphenyl)ether OC1=CC=C(C=C1)OC1=CC=C(C=C1)O